C1(CCCCC1)N1C(N(C=2C1=C1C(=NC2)NC(=C1)C=1C=NN(C1)CS(=O)(=O)C)C)=O 1-Cyclohexyl-3-methyl-7-(1-((methylsulfonyl)methyl)-1H-pyrazol-4-yl)-3,6-dihydroimidazo[4,5-d]pyrrolo[2,3-b]pyridin-2(1H)-on